methyl 3-(2-(((2-((1S,2S)-2-(3-chlorophenyl)cyclopropane-1-carboxamido)pyridin-4-yl)amino)methyl)-6-cyclopropylimidazo[1,2-a]pyridin-8-yl)propanoate ClC=1C=C(C=CC1)[C@@H]1[C@H](C1)C(=O)NC1=NC=CC(=C1)NCC=1N=C2N(C=C(C=C2CCC(=O)OC)C2CC2)C1